C(CCCCCCCCCCC)C1C(C=CC=C1)=O dodecylbenzeneOne